(2S)-2-amino-4-({[(1s,4s)-4-aminocyclohexyl]methyl}carbamoyl)butanoic acid N[C@H](C(=O)O)CCC(NCC1CCC(CC1)N)=O